COC(=O)C=1C=C2C=CC(=CC2=CC1)B1OC(C)(C)C(C)(C)O1 6-(methoxycarbonyl)naphthalene-2-boronic acid pinacol ester